OCC(COCCCCCCCC\C=C/C\C=C/CCCCC)N oxyl-3-[(9Z,12Z)-octadeca-9,12-dien-1-yloxy]propan-2-amine